tert-butyl (3-((((3,5-bis(benzyloxy)pyridin-2-yl)methyl)amino)methyl)-2-fluorophenyl)carbamate C(C1=CC=CC=C1)OC=1C(=NC=C(C1)OCC1=CC=CC=C1)CNCC=1C(=C(C=CC1)NC(OC(C)(C)C)=O)F